ClC1=NC=C(C(=N1)NCCC(C)C)C(=O)N 2-chloro-4-(isopentylamino)pyrimidin-5-carboxamide